1-(5-(trifluoromethyl)pyrimidin-2-yl)piperidine-4-Acetamide FC(C=1C=NC(=NC1)N1CCC(CC1)CC(=O)N)(F)F